The molecule is a glycerophosphoinositol phosphate having a 1-O,2-O-dioctanoyl-sn-glycero-3-phospho moiety attached at the 1-position of 1D-myo-inositol 4,5-bis(phosphate). It is a glycerophosphoinositol phosphate and an octanoate ester. CCCCCCCC(=O)OC[C@@H](COP(=O)(O)O[C@@H]1[C@@H]([C@@H]([C@H]([C@@H]([C@H]1O)OP(=O)(O)O)OP(=O)(O)O)O)O)OC(=O)CCCCCCC